[C@H]12OC[C@H](N(C1)C1=NC=3N(C=C1)N=CC3C(=O)O)C2 5-[(1R,4R)-2-oxa-5-azabicyclo[2.2.1]heptane-5-yl]pyrazolo[1,5-a]pyrimidine-3-carboxylic acid